Cl.N[C@@H](C(=O)O)CC(C)(C)C (R)-2-amino-4,4-dimethylpentanoic acid hydrochloride